tert-butyl (3S)-4-{2-[4-({[(4-chlorophenyl)methyl]amino} carbonylamino)phenyl]acetyl}-3-methylpiperazinecarboxylate ClC1=CC=C(C=C1)CNC(=O)NC1=CC=C(C=C1)CC(=O)N1[C@H](CN(CC1)C(=O)OC(C)(C)C)C